CC=1C=CC(=C(C1)O)C1=C2C(=C(N=N1)N[C@H]1CN(CCC1)C)C=NC=C2 (R)-5-methyl-2-(4-((1-methylpiperidin-3-yl)amino)pyrido[3,4-d]pyridazin-1-yl)phenol